2-chloro-N-(4-(1-cyclopropyl-4-(trifluoromethyl)-1H-imidazol-2-yl)benzyl)-5-fluoro-N-(methyl-d3)pyrimidin-4-amine ClC1=NC=C(C(=N1)N(C([2H])([2H])[2H])CC1=CC=C(C=C1)C=1N(C=C(N1)C(F)(F)F)C1CC1)F